ClC=1C=C2C(=C3C4(NC(NC13)=O)CCCCC4)OC(=C2)C(=O)N(CC)CCN(C)C 5'-chloro-N-[2-(dimethylamino)ethyl]-N-ethyl-7'-oxo-7',8'-dihydro-6'H-spiro[cyclohexane-1,9'-furo[2,3-f]quinazoline]-2'-carboxamide